5,13,27-Trimethyl-17-(morpholin-4-yl)-7-oxa-4,5,10,14,21,23,27-heptaazahexacyclo[23.3.1.1^{10,13}.0^{2,6}.0^{14,22}.0^{15,20}]triaconta-1(29),2(6),3,15,17,19,21,25-octaene-24,28-dione CN1N=CC=2C=3C(N(C=C(C(NC4=NC5=CC=C(C=C5N4C4(CCN(CCOC12)C4)C)N4CCOCC4)=O)C3)C)=O